C(#N)C=1C(=CC=2C3=C(C(=NC2C1)OS(=O)(=O)C(F)(F)F)CN([C@H]3C)C(=O)OC(C)(C)C)OC tert-butyl (S)-7-cyano-8-methoxy-1-methyl-4-(((trifluoromethyl)sulfonyl)oxy)-1,3-dihydro-2H-pyrrolo[3,4-c]quinoline-2-carboxylate